BrC1=CC(=NC=C1)CC(=O)OCC 1-Ethyl 2-(4-bromo-2-pyridyl)acetate